4-(furan-2-ylsulfanyl)benzene-1,2-diamine O1C(=CC=C1)SC=1C=C(C(=CC1)N)N